CC(C=C)NC1C(=NC=C(C1=O)C(=O)N)C(=O)N (1-methylallylamino)-4-oxo-pyridine-2,5-dicarboxamide